BrC1=NC(=C(C=C1OCCCN1CCOCC1)[N+](=O)[O-])Br 4-(3-((2,6-Dibromo-5-nitropyridin-3-yl)oxy)propyl)morpholine